C(C)(C)(C)C1=C(C=C(C(=C1)OCCOCC)C(C)(C)C)OCCOCC 2,5-di-tert-butyl-1,4-bis(2-ethoxyethoxy)benzene